[C@H]12[C@H](C[C@H](CC1)C2)N2C(C=CC1=C2N=C(N=C1)SC)=O |r| rac-8-((1S,2S,4R)-bicyclo[2.2.1]Hept-2-yl)-2-(methylthio)pyrido[2,3-d]Pyrimidin-7(8H)-one